tetrakis(2,4-di-tert-butylphenyl)-biphenylene diphosphonite P(O)OPO.C(C)(C)(C)C1=C(C=CC(=C1)C(C)(C)C)C1=C(C(=C(C=2C3=CC=CC=C3C12)C1=C(C=C(C=C1)C(C)(C)C)C(C)(C)C)C1=C(C=C(C=C1)C(C)(C)C)C(C)(C)C)C1=C(C=C(C=C1)C(C)(C)C)C(C)(C)C